FC1=C(C=C(C=C1)N1N=C(C=C1)C1[C@H]2CN(C[C@@H]12)C(=O)N1C[C@@H]2[C@@H](OCC(N2)=O)CC1)C(F)(F)F (4aR,8aS)-6-[(1R,5S,6r)-6-[1-[4-fluoro-3-(trifluoromethyl)phenyl]pyrazol-3-yl]-3-azabicyclo[3.1.0]hexane-3-carbonyl]-4,4a,5,7,8,8a-hexahydropyrido[4,3-b][1,4]oxazin-3-one